ethyl 2,2-difluoro-3-(4-nitrophenyl)propanoate FC(C(=O)OCC)(CC1=CC=C(C=C1)[N+](=O)[O-])F